FC1=C(C(=O)NCC23CCC(CC2)(CC3)C3=NOC(=N3)C3=NC(=NC=C3)N3CCNCC3)C=C(C(=C1F)OCC1=CC=C(C=C1)OC)F 2,3,5-trifluoro-4-[(4-methoxyphenyl)methoxy]-N-[(4-{5-[2-(piperazin-1-yl)pyrimidin-4-yl]-1,2,4-oxadiazol-3-yl}bicyclo[2.2.2]octan-1-yl)methyl]benzamide